NC=1N(N=CC1)C(=O)NC1=C2C(=NC(=C1)C1=CC=C(C=C1)S(=O)(=O)C)NC=C2 3-amino-6-(4-(methylsulfonyl)phenyl)-N-(1H-pyrrolo[2,3-b]pyridin-4-yl)pyrazole-2-carboxamide